FC(C(C(F)(F)F)OC(=O)N1CCC2(CN(C2)CC2=CC(=C(C=C2)Cl)Cl)CC1)(F)F.C1(CO1)=O Ethanolid 1,1,1,3,3,3-Hexafluoropropan-2-yl-2-(3,4-dichlorobenzyl)-2,7-diazaspiro[3.5]nonane-7-carboxylate